2-(4-chloro-3-methoxybenzene-1-carbonyl)-8,8-dimethyl-7-oxo-2-azaspiro[3.5]non-5-ene-6-carbonitrile ClC1=C(C=C(C=C1)C(=O)N1CC2(C1)C=C(C(C(C2)(C)C)=O)C#N)OC